4-{[6-(5-chloro-2-fluorophenyl)pyridazin-4-yl]amino}-N-[2-(1-methylpiperidin-4-yl)ethyl]quinoline-7-carboxamide ClC=1C=CC(=C(C1)C1=CC(=CN=N1)NC1=CC=NC2=CC(=CC=C12)C(=O)NCCC1CCN(CC1)C)F